tert-butyl (E)-3-(4-(3-amino-6-(2-hydroxyphenyl)pyridazin-4-yl)piperazin-1-yl)acrylate NC=1N=NC(=CC1N1CCN(CC1)/C=C/C(=O)OC(C)(C)C)C1=C(C=CC=C1)O